C(C)(C)(C)[C@@H]1N2C(C3=CC(=C(C=C3C1)OCCCOC)OC)=C(C(C(=C2)C(=O)O)=O)F (R)-6-tert-butyl-1-fluoro-10-methoxy-9-(3-methoxypropoxy)-2-oxo-6,7-dihydro-2H-pyrido[2,1-a]isoquinoline-3-carboxylic acid